2,7-diphenyl-9,9-dibromohexylfluorene C1(=CC=CC=C1)C(CC1=CC=CC=2C3=CC=C(C=C3C(C12)(Br)Br)C1=CC=CC=C1)CCCC